C(=C)C=1C=C(C2CO2)C=CC1 3-vinyl-styrene oxide